3-(1-(2-chloro-4-fluorophenyl)cyclopropyl)-5-(4,5-dimethyl-1-(2-(methylsulfonyl)ethyl)-1H-pyrazol-3-yl)-1,2,4-oxadiazole ClC1=C(C=CC(=C1)F)C1(CC1)C1=NOC(=N1)C1=NN(C(=C1C)C)CCS(=O)(=O)C